amino(decylamine) NNCCCCCCCCCC